C(C)NC1(CCC2(CN(C(N2)=O)C2=C(C#N)C=CC=C2)CC1)C1=CC=CC=C1 cis-2-(8-ethylamino-2-oxo-8-phenyl-1,3-diazaspiro[4.5]decan-3-yl)-benzonitrile